methyl 3,5-difluoro-4-formyl-benzoate FC=1C=C(C(=O)OC)C=C(C1C=O)F